COCC(COC)NC(=O)C1CN(C1)C1=CC(=C2C(C(=CN(C2=N1)C1=NC=NS1)C(=O)O)=O)C 7-{3-[(1,3-dimethoxypropane-2-yl)carbamoyl]azetidin-1-yl}-5-methyl-4-oxo-1-(1,2,4-thiadiazol-5-yl)-1,4-dihydro-1,8-naphthyridine-3-carboxylic acid